N1-((2-(3,4-Dichlorophenylamino)acridin-9-yl)methyl)ethane-1,2-diamine ClC=1C=C(C=CC1Cl)NC1=CC2=C(C3=CC=CC=C3N=C2C=C1)CNCCN